5,5-Dimethyltetrahydropyrimidine-2(1H)-thione CC1(CNC(NC1)=S)C